2-(dimethylamino)-N-[5-({5H,6H,7H,8H-pyrido[3,4-d]pyrimidin-2-yl}amino)pyridin-2-yl]acetamide CN(CC(=O)NC1=NC=C(C=C1)NC=1N=CC2=C(N1)CNCC2)C